BrC=1C=C2C(=C(C(NC2=CC1)=O)C#N)Cl 6-bromo-4-chloro-2-oxo-1,2-dihydroquinoline-3-carbonitrile